C1(CC1)N1S(N=C(C2=C1C=C(C(=C2)O[C@@H]2COCC2)OC)O)(=O)=O (S)-1-cyclopropyl-4-hydroxy-7-methoxy-6-((tetrahydrofuran-3-yl)oxy)-1H-benzo[c][1,2,6]thiadiazine 2,2-dioxide